C(CCCCCC)C1=CC=CC=C1 Heptyl-benzol